2-methyl-2-propanolate CC(C)(C)[O-]